C1(CC1)CN1C(=CC=2C1=NC=CC2)C2=NC1=C(N2CC2=NNC=N2)C(=CC(=C1)C(=O)N1C2CCC(C1)[C@H]2N)OC (7R)-2-{2-[1-(cyclopropylmethyl)-1H-pyrrolo[2,3-b]pyridin-2-yl]-7-methoxy-1-[(1H-1,2,4-triazol-3-yl)methyl]-1H-1,3-benzodiazole-5-carbonyl}-2-azabicyclo[2.2.1]heptan-7-amine